C[C@]12CC[C@H](C[C@H]2C(=CCC1)C)C(C)(C)O 2-[(2R,4aR,8aR)-4a,8-dimethyl-2,3,4,5,6,8a-hexahydro-1H-naphthalen-2-yl]propan-2-ol